CC1=CC=C(C=C1)S(=O)(=O)OCCCCCC p-toluenesulfonyloxy-hexaN